2-[5,6-Difluoro-2-[[6-methoxy-5-[(1-methyl-4-piperidinyl)methoxy]-1,3-benzothiazol-2-yl]methylcarbamoyl]indan-2-yl]acetic acid FC=1C=C2CC(CC2=CC1F)(C(NCC=1SC2=C(N1)C=C(C(=C2)OC)OCC2CCN(CC2)C)=O)CC(=O)O